1-(5-(benzyloxy)-1H-indol-3-yl)propan-2-amine C(C1=CC=CC=C1)OC=1C=C2C(=CNC2=CC1)CC(C)N